C(C)(=O)OCCCCCCCCC\C=C/CCCl (10Z)-13-chloro-10-tridecenyl acetate